2-(phenylamino)-N-(4-(phenylamino)pyrimidin-5-yl)pyrimidine-4-carboxamide C1(=CC=CC=C1)NC1=NC=CC(=N1)C(=O)NC=1C(=NC=NC1)NC1=CC=CC=C1